4-(4-(3,8-diazabicyclo[3.2.1]octan-3-yl)-5,6,8-trifluoro-2-(((2R,7aS)-2-fluorotetrahydro-1H-pyrrolizin-7a(5H)-yl)methoxy)quinazolin-7-yl)-5-fluoronaphthalen-2-ol C12CN(CC(CC1)N2)C2=NC(=NC1=C(C(=C(C(=C21)F)F)C2=CC(=CC1=CC=CC(=C21)F)O)F)OC[C@]21CCCN1C[C@@H](C2)F